ethyl (S)-3-(3-(4-hydroxy-1,5-dimethyl-2-oxo-1,2-dihydropyridin-3-yl)ureido)-3-(4'-(trifluoro methoxy)biphenyl-3-yl)propanoate OC1=C(C(N(C=C1C)C)=O)NC(N[C@@H](CC(=O)OCC)C=1C=C(C=CC1)C1=CC=C(C=C1)OC(F)(F)F)=O